4-(5-amino-6-methoxypyridin-2-yl)-2-methylbut-3-yn-2-ol NC=1C=CC(=NC1OC)C#CC(C)(O)C